F[C@H]1CN(CC[C@@H]1NC1=C2C=C(N(C2=CC=C1)CC(F)(F)F)C#CCNC1=C(C=C(C=C1)S(=O)(=O)C)OC)CC(COC)O 1-((3S,4S)-3-fluoro-4-((2-(3-((2-methoxy-4-(methylsulfonyl)phenyl)amino)prop-1-yn-1-yl)-1-(2,2,2-trifluoroethyl)-1H-indol-4-yl)amino)piperidin-1-yl)-3-methoxypropan-2-ol